COC=1C=C(C=CC1)CNS(=O)(=O)C1=CC=C(C=C1)NC(NCC=1C=NC=CC1)=O 3-(4-{[(3-methoxyphenyl)methyl]sulfamoyl}phenyl)-1-(pyridin-3-ylmethyl)urea